C(C)C1=CC=CC(=N1)C1=NNC=C1C1=CC=NC2=CC=CC=C12 4-(3-(6-ethylpyridin-2-yl)-1H-pyrazol-4-yl)quinoline